7-(1-isopropyl-1H-pyrazol-5-yl)-1-methyl-2-oxo-1,2,3,4-tetrahydro-1,4-diazepine C(C)(C)N1N=CC=C1C1=CCNCC(N1C)=O